O=C1NC(CC[C@H]1N1CC2=CC=C(C(=C2C1=O)F)CNC(OC1CC(C1)C1=C(C=CC2=C1N=CS2)C)=O)=O (1r,3r)-3-(5-methylbenzo[d]thiazol-4-yl)cyclobutyl ((2-(2,6-dioxopiperidin-3-yl)-4-fluoro-3-oxoisoindolin-5-yl)methyl)carbamate